4-[3-({4-[(6-methoxypyridin-2-yl)carbonyl]piperazin-1-yl}methyl)imidazo[1,2-a]pyridin-2-yl]benzonitrile COC1=CC=CC(=N1)C(=O)N1CCN(CC1)CC1=C(N=C2N1C=CC=C2)C2=CC=C(C#N)C=C2